4-[(5,6-difluoro-2,3-dihydro-1H-inden-1-yl)amino]-2-{[1-(piperidin-4-yl)-1H-pyrazol-4-yl]amino}pyrimidine-5-carboxamide FC=1C=C2CCC(C2=CC1F)NC1=NC(=NC=C1C(=O)N)NC=1C=NN(C1)C1CCNCC1